triethyl-1,3,5-benzenetricarboxylic acid C(C)C1=C(C(=C(C(=C1C(=O)O)CC)C(=O)O)CC)C(=O)O